lithium (S)-4-tert-butoxycarbonylamino-2-hydroxy-butyrate C(C)(C)(C)OC(=O)NCC[C@@H](C(=O)[O-])O.[Li+]